C(C)N1C=NC2=C1N=NC=C2C=2C=C(C(=CC2)F)C2=C(C=C(C=C2)C2=NC=CC=N2)COC 7-ethyl-4-(6-fluoro-2'-(methoxymethyl)-4'-(pyrimidin-2-yl)-[1,1'-biphenyl]-3-yl)7H-imidazo[4,5-c]Pyridazine